C(CCCCCC(C)(C)C)(=O)OC(C(C)(C)C)=O pivaloyl neodecanoate